FC(CN1N=CC=2C1=NC(=CN2)N2CCC1(CC(N(C1)CC=1SC(=CN1)CC)=O)CC2)F 8-(1-(2,2-difluoroethyl)-1H-pyrazolo[3,4-b]pyrazin-6-yl)-2-((5-ethylthiazol-2-yl)methyl)-2,8-diazaspiro[4.5]decan-3-one